2-Fluoro-5-(trifluoromethyl)benzoic acid [(2R)-3-(3-ethyl-4-oxo-spiro[6,8-dihydro-5H-pyrazolo[4,3-c]azepin-7,4'-tetrahydropyran]-1-yl)-2-methyl-propyl] ester C(C)C1=NN(C2=C1C(NCC1(CCOCC1)C2)=O)C[C@H](COC(C2=C(C=CC(=C2)C(F)(F)F)F)=O)C